C(#N)C1=CC=C(C=C1)C(C(=O)N)C1=C(C=CC=2N1C=NC2)C2=CC=CC=C2 (4-cyanophenyl)-2-(6-phenylimidazo[1,5-a]pyridin-5-yl)acetamide